(5S)-1'-[7-(2,3-dimethylphenyl)-6-methyl-pyrazolo[1,5-a]pyrazin-4-yl]spiro[5,7-dihydrocyclopenta[b]pyridine-6,4'-piperidine]-5-amine CC1=C(C=CC=C1C)C1=C(N=C(C=2N1N=CC2)N2CCC1(CC2)[C@@H](C=2C(=NC=CC2)C1)N)C